C(CCC)OC(C)=O.CC(=O)C acetone Butylacetate